4-(8-((1,3-dimethyl-1H-pyrazol-5-yl)sulfonyl)-8-azaspiro[4.5]dec-2-yl)morpholine CN1N=C(C=C1S(=O)(=O)N1CCC2(CCC(C2)N2CCOCC2)CC1)C